C(CCC=C)OC1=CC=CC=C1 (pent-4-en-1-yloxy)benzene